C(C)(=O)O[C@@H]1[C@H](C(O[C@](C1)(SC1=CC=CC=C1)C(=O)OCC1=CC=CC=C1)[C@@H]([C@@H](COC(C)=O)OC(C)=O)OC(C)=O)[NH3+] [(3R,4S,6R)-4-acetoxy-6-benzyloxycarbonyl-6-phenylsulfanyl-2-[(1S,2R)-1,2,3-triacetoxypropyl]tetrahydropyran-3-yl]ammonium